CN(C/C=C/C(=O)N1CC2=C(C3=C(N=CN=C3NC3=CC(=C(C=C3)OC3=CC=4N(C=C3)C=C(N4)C)C)S2)CC1)C (E)-4-(dimethylamino)-1-(4-((3-methyl-4-((2-methylimidazo[1,2-a]pyridin-7-yl)oxy)phenyl)amino)-5,8-dihydropyrido[4',3':4,5]thieno[2,3-d]pyrimidin-7(6H)-yl)but-2-en-1-one